C[C@H](C[C@@H](CC(C)(C)O)O)[C@H]1CC[C@@H]2[C@@]1([C@H](C[C@H]3[C@H]2[C@@H](C[C@H]4[C@@]3(CC[C@H](C4)O)C)O)O)C The molecule is a 12-hydroxy steroid, a 25-hydroxy steroid, a 3alpha-hydroxy steroid, a 7alpha-hydroxy steroid and a 23-hydroxy steroid. It derives from a hydride of a 5beta-cholestane.